CC1=CC(=NN1C1=CC=C(C=C1)OC(F)(F)F)OC1CCC2(CN(C2)C(=O)OC(C)(C)C)CC1 tert-butyl 7-[5-methyl-1-[4-(trifluoromethoxy)phenyl]pyrazol-3-yl]oxy-2-azaspiro[3.5]nonane-2-carboxylate